N1=C(N=CC2=C1CCNC2)C=O (5,6,7,8-tetrahydropyrido[4,3-d]pyrimidin-2-yl)methanone